C(C)[C@@H]1C([C@H]2[C@@H]3CC[C@H]([C@@H](CCC)C)[C@]3(CC[C@@H]2[C@]2(CCC(C[C@@H]12)=O)C)C)=O (5β,6β)-6-ethyl-3,7-dioxo-cholan